4-chloro-3-fluoroaniline ClC1=C(C=C(N)C=C1)F